3-(5-ethyl-1,3,4-oxadiazol-2-yl)-2,6-dimethyl-4-(4,4,4-trifluoro-3-hydroxy-3-phenyl-but-1-ynyl)-1H-pyrrolo[2,3-c]pyridin-7-one C(C)C1=NN=C(O1)C1=C(NC=2C(N(C=C(C21)C#CC(C(F)(F)F)(C2=CC=CC=C2)O)C)=O)C